1,12-bis(4-(3-(trifluoromethyl)-3H-diazine-3-yl)phenyl)dodecane tert-butyl-((1r,4r)-4-((1R,2S)-2-(4-(4-(2,6-dioxopiperidin-3-yl)phenyl)piperazin-1-yl)cyclopropyl)cyclohexyl)carbamate C(C)(C)(C)N(C(O)=O)C1CCC(CC1)[C@@H]1[C@H](C1)N1CCN(CC1)C1=CC=C(C=C1)C1C(NC(CC1)=O)=O.FC(C1(NN=CC=C1)C1=CC=C(C=C1)CCCCCCCCCCCCC1=CC=C(C=C1)C1(NN=CC=C1)C(F)(F)F)(F)F